ClC=1C=CC2=C([C@@H]([C@](O2)(C2=C(C=CC=C2)OC(F)(F)F)CNC(OC(C)(C)C)=O)O)C1B1OC(C(O1)(C)C)(C)C |o1:6,7| tert-butyl (((2S*,3S*)-5-chloro-3-hydroxy-4-(4,4,5,5-tetramethyl-1,3,2-dioxaborolan-2-yl)-2-(2-(trifluoromethoxy)phenyl)-2,3-dihydrobenzofuran-2-yl)methyl)carbamate